N-(2-ethoxypropyl)-3-morpholinopropan-1-amine C(C)OC(CNCCCN1CCOCC1)C